BrC1=CC(=CC=2N1C=C(N2)C(F)(F)F)Cl 5-Bromo-7-chloro-2-(trifluoromethyl)imidazo[1,2-a]pyridine